C=1(C(=C(C(N)=CC1)S(=O)(=O)O)S(=O)(=O)O)C1=CC=C(N)C=C1 benzidinebissulfonic acid